C(CCCCC)C(CCCCCCCCCCCCCP(Br)(Br)Br)(CCCCCC)CCCCCC trihexyltetradecylphosphorous bromide